3,5-di-tert-butyl-4-hydroxyphenyl-propionic acid C(C)(C)(C)C=1C=C(C=C(C1O)C(C)(C)C)C(C(=O)O)C